C(#N)C=1C=NN2C1C(=CC(=C2)OCC)C=2C=CC(=NC2)N2CCC(CC2)(C(=O)NCC(F)(F)F)C 1-(5-(3-cyano-6-ethoxypyrazolo[1,5-a]pyridin-4-yl)pyridin-2-yl)-4-methyl-N-(2,2,2-trifluoroethyl)piperidine-4-carboxamide